COC(C1=CC=CC=C1)=O.COC1=C(C=C(C=C1OC)C#N)S(=O)(=O)N 2,3-dimethoxy-5-cyanobenzenesulfonamide methyl-benzoate